BrC=1C=C(C=CC1O)/C=C/C(=O)C1=CC=C(C=C1)N1CCOCC1 (E)-3-(3-Bromo-4-hydroxyphenyl)-1-(4-morpholin-4-ylphenyl)prop-2-en-1-one